NC1=C(C=C(N=N1)C1=C(C=CC=C1)O)N1CC2CCC(C1)N2C2=CC(=NC=C2)C#CCN2C(CCCC2)CO 2-[6-amino-5-[8-[2-[3-[2-(hydroxymethyl)-1-piperidyl]prop-1-ynyl]-4-pyridyl]-3,8-diazabicyclo[3.2.1]octan-3-yl]pyridazin-3-yl]phenol